7-(4-(4-(benzo[b]thiophen-4-yl)piperazin-1-yl)butoxy)-N,N-dihexyl-2-oxoquinoline-1(2H)-carboxamide S1C2=C(C=C1)C(=CC=C2)N2CCN(CC2)CCCCOC2=CC=C1C=CC(N(C1=C2)C(=O)N(CCCCCC)CCCCCC)=O